CS(=O)C(=O)N1CCOCC1 (methylsulfinyl)(morpholino)methanone